OC1(C2=NN=C(C=3C(=CC(=C(N(CCCCCC1)CCOC)N3)C(F)(F)F)NC(OC(C)(C)C)=O)O2)C(F)(F)F tert-Butyl N-[6-hydroxy-13-(2-methoxyethyl)-6,15-bis(trifluoromethyl)-19-oxa-3,4,13,18-tetraazatricyclo[12.3.1.12,5]nonadeca-1(18),2,4,14,16-pentaen-17-yl]carbamate